[N+](=O)([O-])C=1C=CC2=CN(N=C2C1)C1=C2C(=NC=C1)NC=C2 6-nitro-2-(1H-pyrrolo[2,3-b]-pyridin-4-yl)-2H-indazole